4-((2-chlorothiazol-4-yl)methyl)piperidine-1,4-dicarboxylic acid 1-tert-butyl 4-ethyl ester C(C)OC(=O)C1(CCN(CC1)C(=O)OC(C)(C)C)CC=1N=C(SC1)Cl